N-(6-(N-(5-benzyl-4-(3,4-difluorophenyl)thiazol-2-yl)sulfamoyl)-5-methylpyridin-3-yl)acetamide C(C1=CC=CC=C1)C1=C(N=C(S1)NS(=O)(=O)C1=C(C=C(C=N1)NC(C)=O)C)C1=CC(=C(C=C1)F)F